(S)-2-(1-(2-cyano-6-(1-methyl-5-((2-oxo-5-propylpyridin-1(2H)-yl)methyl)-1H-1,2,3-triazol-4-yl)pyridin-3-yl)-5,5-difluoropiperidin-3-yl)acetic acid methyl ester COC(C[C@@H]1CN(CC(C1)(F)F)C=1C(=NC(=CC1)C=1N=NN(C1CN1C(C=CC(=C1)CCC)=O)C)C#N)=O